6-methyl-2-[(2S)-2-methylazetidin-1-yl]-4-phenyl-6,7-dihydro-5H-cyclopenta[d]pyrimidine CC1CC2=C(N=C(N=C2C2=CC=CC=C2)N2[C@H](CC2)C)C1